COC=1C=C(C#[N+][O-])C=CC1OCC1OC1 3-methoxy-4-(oxiran-2-ylmethoxy)benzonitrile N-oxide